propane-2,2-diol CC(C)(O)O